7-methoxy-N-(3-methoxy-2,3-dihydro-1H-inden-1-yl)-2-(tetrahydro-2H-pyran-4-yl)imidazo[1,2-a]pyridine-6-carboxamide COC1=CC=2N(C=C1C(=O)NC1CC(C3=CC=CC=C13)OC)C=C(N2)C2CCOCC2